methyl 3-hydroxypyrrolidine-3-carboxylate HCl salt Cl.OC1(CNCC1)C(=O)OC